C(C)(C)(C)OC(=O)N1CC(OCC1)CNC1=C(N=NC(=C1)NC1=NC=C(N=C1)C#N)C=1OC=CN1.N1C=C(C2=CC=CC=C12)CCNS(=O)(=O)C1=CC=C(C=C1)CBr N-(2-(1H-indol-3-yl)ethyl)-4-(bromomethyl)benzenesulfonamide tert-butyl-2-((6-(5-cyanopyrazin-2-ylamino)-3-(oxazol-2-yl)pyridazin-4-ylamino)methyl)morpholine-4-carboxylate